methyl-5-chloro-1-(3-fluoro-4-methylbenzyl)-2-oxo-2,3-dihydro-1H-benzo[b]azepine-4-carbaldehyde CC1C(=C(C2=C(N(C1=O)CC1=CC(=C(C=C1)C)F)C=CC=C2)Cl)C=O